FC1=CC(=C(C=C1C=1SC(=CC1)CN1CCOCC1)NC(=O)C1=CNC(C=C1C(F)(F)F)=O)N1C[C@H](N([C@H](C1)C)C)C |r| N-[4-fluoro-5-[5-(morpholin-4-ylmethyl)thiophen-2-yl]-2-[rac-(3R,5S)-3,4,5-trimethylpiperazin-1-yl]phenyl]-6-oxo-4-(trifluoromethyl)-1H-pyridine-3-carboxamide